3-[4-[3-[4-[1-(5-methoxy-4-nitro-2-vinyl-phenyl)-4-piperidyl]piperazin-1-yl]azetidine-1-yl]-1-oxo-isoindolin-2-yl]piperidine-2,6-dione COC=1C(=CC(=C(C1)N1CCC(CC1)N1CCN(CC1)C1CN(C1)C1=C2CN(C(C2=CC=C1)=O)C1C(NC(CC1)=O)=O)C=C)[N+](=O)[O-]